(±)-6-methyl-2,6-dihydropyrrolo[3,4-c]pyrazole-5(4H)-carboxylic acid benzyl ester C(C1=CC=CC=C1)OC(=O)N1[C@@H](C2=NNC=C2C1)C |r|